Sodium aluminium dioxide [O-2].[O-2].[Al+3].[Na+]